C(C)(C)(C)OC(NCC(CO)C)=O (3-hydroxy-2-methylpropyl)carbamic acid tert-butyl ester